5-fluoro-7-{1-[1-(triphenylmethyl)imidazol-4-yl]ethyl}-2,3-dihydro-1H-indene-1-ol FC=1C=C2CCC(C2=C(C1)C(C)C=1N=CN(C1)C(C1=CC=CC=C1)(C1=CC=CC=C1)C1=CC=CC=C1)O